FC1=CC=C(C=C1)[C@@H]1N(CCC2=CC=CC=C12)C(=O)[C@H]1OC[C@](CC1)([N+](=O)[O-])CO ((S)-1-(4-fluorophenyl)-3,4-dihydroisoquinolin-2(1H)-yl)((2S,5R)-5-(hydroxymethyl)-5-nitrotetrahydro-2H-pyran-2-yl)methanone